OC=1C=C(C=C(C1)O)OC(CN)=O glycine 3,5-dihydroxyphenyl ester